C(CCCCCCC\C=C/CCCCCCCC)(=O)OC(COC(N(C)C1CN(C1)CCO)=O)COC(CCCCCCCCCCCCCCC)=O 1-(((1-(2-hydroxyethyl)azetidin-3-yl)(methyl)carbamoyl)oxy)-3-(palmitoyloxy)-propan-2-yl oleate